(4-chlorophenyl)propan-2-amine ClC1=CC=C(C=C1)CC(C)N